BrC=1C(=C(C(=NC1)OC)C(=O)C1=C(C(=C(C=C1C)OC)OC)OC)C (5-bromo-2-methoxy-4-methyl-pyridin-3-yl)(2,3,4-trimethoxy-6-methylphenyl)methanone